C1=NC=CC=2CCCC(C12)=O 6,7-dihydro-5H-isoquinolin-8-one